ClC1=C(C(=CC=C1)F)NC(C1=C(C=C(C(=C1)F)C1=NC=2NCCCC2C=C1)O[C@H](C(F)(F)F)C)=O (S)-N-(2-chloro-6-fluorophenyl)-5-fluoro-4-(5,6,7,8-tetrahydro-1,8-naphthyridin-2-yl)-2-((1,1,1-trifluoropropan-2-yl)oxy)benzamide